benzyl 3-(2-methoxy-2-oxoethyl)benzoate COC(CC=1C=C(C(=O)OCC2=CC=CC=C2)C=CC1)=O